NC=1C=C(C(=NC1)C)C=1C=NC2=CC(=NC=C2C1)N(C)CC1=CC=C(C=C1)OC 3-(5-amino-2-methyl-3-pyridyl)-N-[(4-methoxyphenyl)methyl]-N-methyl-1,6-naphthyridin-7-amine